(S)-1-(5-((3-chloro-2-(4-fluoro-1H-pyrazol-1-yl)pyridin-4-yl)thio)pyrazin-2-yl)-4'H,6'H-spiro[piperidine-4,5'-pyrrolo[1,2-b]pyrazol]-4'-amine (trifluoroacetate) FC(C(=O)O)(F)F.ClC=1C(=NC=CC1SC=1N=CC(=NC1)N1CCC2([C@@H](C=3N(N=CC3)C2)N)CC1)N1N=CC(=C1)F